(S)-4-bromo-N-(1-(2-dodecanoylhydrazino)-3-(1H-indol-3-yl)-1-oxopropan-2-yl)benzenesulfonamide BrC1=CC=C(C=C1)S(=O)(=O)N[C@H](C(=O)NNC(CCCCCCCCCCC)=O)CC1=CNC2=CC=CC=C12